tert-butyl (2R,5R)-4-(8-bromo-3,9-dimethyl-2-oxo-3,9-dihydro-2H-purin-6-yl)-5-(methoxymethyl)-2-methylpiperazine-1-carboxylate BrC=1N(C=2N(C(N=C(C2N1)N1C[C@H](N(C[C@@H]1COC)C(=O)OC(C)(C)C)C)=O)C)C